isobutyl 2-(butyl (ethoxycarbonyl) amino)-4-phenylbutyrate C(CCC)N(C(C(=O)OCC(C)C)CCC1=CC=CC=C1)C(=O)OCC